O=C1NC(CCC1N1C(C2=CC=C(C=C2C1=O)CN1CCC(CC1)C=1SC(=CC1)C)=O)=O 2-(2,6-dioxopiperidin-3-yl)-5-((4-(5-methylthiophen-2-yl)piperidin-1-yl)methyl)isoindoline-1,3-dione